CC1CCC(CC1)[C@H](NC(=O)C1=NC=NN1CC)C=1N=C2N(N=C(C=C2)CC2C(NC[C@@H](C2)C(F)(F)F)=O)C1 N-((1S)-((1R,4S)-4-methylcyclohexyl)(6-(((5R)-2-oxo-5-(trifluoromethyl)piperidin-3-yl)methyl)imidazo[1,2-b]pyridazin-2-yl)methyl)-1-ethyl-1H-1,2,4-triazole-5-carboxamide